COC1=CC=C(C=C1)C1COC(CC(=O)OC1)=O Propanedioic acid [(4-methoxyphenyl)-methylene]-dimethyl ester